3-tris(trimethylsiloxy)silylpropyl methacrylate C(C(=C)C)(=O)OCCC[Si](O[Si](C)(C)C)(O[Si](C)(C)C)O[Si](C)(C)C